N-{1-[4-(hydroxymethyl)phenyl]cyclopropyl}-5-(1H-indole-2-carbonyl)-N-methyl-4H,5H,6H,7H-pyrazolo[1,5-a]pyrazine-3-carboxamide OCC1=CC=C(C=C1)C1(CC1)N(C(=O)C=1C=NN2C1CN(CC2)C(=O)C=2NC1=CC=CC=C1C2)C